CNC(CCSSCCC(=O)NC)=O N,N'-dimethyl-3,3'-dithiodipropionamide